C(C)(C)(C)OC(=O)N1C[C@@H]([C@@H](C1)OC)NC1=C(C=CC(=C1)C(=O)OC)N.FC1=C(C=CC(=C1)F)C1=CC=C(C=C1)C1CN(C1)C(=O)N1CC(CC1)C(=O)N (+)-1-[3-[4-(2,4-difluorophenyl)phenyl]azetidine-1-carbonyl]pyrrolidine-3-carboxamide Tert-butyl-(3S,4R)-3-((2-amino-5-(methoxycarbonyl)phenyl)amino)-4-methoxypyrrolidine-1-carboxylate